(-)-8-((1R,2S,3R)-3-hydroxy-2-methylcyclopentyl)-6-(difluoromethyl-d)-2-((1-((methyl-d3)sulfonyl)piperidin-4-yl-4-d)-amino)pyrido[2,3-d]pyrimidin-7(8H)-one O[C@H]1[C@H]([C@@H](CC1)N1C(C(=CC2=C1N=C(N=C2)NC2(CCN(CC2)S(=O)(=O)C([2H])([2H])[2H])[2H])C([2H])(F)F)=O)C